N-(3-methyloxetan-3-yl)-3-(5-(trifluoromethyl)-1,3,4-thiadiazole-2-yl)imidazo[1,5-a]pyridine-6-sulfonamide CC1(COC1)NS(=O)(=O)C=1C=CC=2N(C1)C(=NC2)C=2SC(=NN2)C(F)(F)F